NC1=C(C(=NC(=N1)NC1CC2(OCC1)C1CCN(C2)CC1)C(=O)N)C1=C(C(=CC=C1)Cl)Cl 6-amino-2-({4-azaspiro[bicyclo[2.2.2]octane-2,2'-oxane]-4'-yl}amino)-5-(2,3-dichlorophenyl)pyrimidine-4-carboxamide